2-[(3-{5-[(1R,4R,7R)-7-Amino-2-azabicyclo[2.2.1]heptane-2-carbonyl]-7-methoxy-1-methyl-1H-1,3-benzodiazol-2-yl}pyridin-2-yl)methyl]cyclopropane-1-carboxylic acid N[C@H]1[C@@H]2N(C[C@H]1CC2)C(=O)C2=CC1=C(N(C(=N1)C=1C(=NC=CC1)CC1C(C1)C(=O)O)C)C(=C2)OC